CN1C=NC2=C1C=CC(=C2)OC2=C(C=C(C=C2)[N+](=O)[O-])C 1-methyl-5-(2-methyl-4-nitrophenoxy)-1H-benzo[d]imidazole